O(C1=CC=CC=C1)CN(C1=NC(=NC(=N1)NCOC1=CC=CC=C1)NCOC1=CC=CC=C1)COC1=CC=CC=C1 N,N,N',N''-tetrakis-phenoxymethyl-[1,3,5]triazine-2,4,6-triamine